({[5'-(methoxycarbonyl)-2'-(trifluoromethyl)[1,1'-biphenyl]-4-yl]oxy}methyl)piperidine-1-carboxylic acid tert-butyl ester C(C)(C)(C)OC(=O)N1C(CCCC1)COC1=CC=C(C=C1)C1=C(C=CC(=C1)C(=O)OC)C(F)(F)F